1-(4-benzimidazol-1-yl-phenyl)-3-[5-tert-butyl-2-(2-hydroxy-ethyl)-2H-pyrazol-3-yl]-urea N1(C=NC2=C1C=CC=C2)C2=CC=C(C=C2)NC(=O)NC=2N(N=C(C2)C(C)(C)C)CCO